isopropyl (4-(2'-(tert-butyl)-[3,4'-bipyridin]-5-yl)-3-chlorophenyl)carbamate C(C)(C)(C)C1=NC=CC(=C1)C=1C=NC=C(C1)C1=C(C=C(C=C1)NC(OC(C)C)=O)Cl